((1r,4S)-4-(trifluoromethyl)cyclohexyl)methyl (tert-butoxycarbonyl)-L-alaninate C(C)(C)(C)OC(=O)N[C@@H](C)C(=O)OCC1CCC(CC1)C(F)(F)F